N-methyl-3-((2-oxo-1-(o-tolyl)-7-(trifluoromethyl)-1,2-dihydroquinazolin-4-yl)amino)propane-1-sulfonamide CNS(=O)(=O)CCCNC1=NC(N(C2=CC(=CC=C12)C(F)(F)F)C1=C(C=CC=C1)C)=O